F[C@H]1CN(CC1)C1=CC=C(C=N1)C=1C=C2N(N1)C(N(C2)C2=CN=CS2)=O (R)-2-(6-(3-fluoropyrrolidin-1-yl)pyridin-3-yl)-5-(thiazol-5-yl)-4,5-dihydro-6H-imidazo[1,5-b]pyrazol-6-one